10-(3-(1,4'-bipiperidin-1'-yl)propyl)-2-(trifluoromethyl)-10H-phenothiazine N1(CCCCC1)C1CCN(CC1)CCCN1C2=CC=CC=C2SC=2C=CC(=CC12)C(F)(F)F